1'-(3-hydroxy-2,2-dimethylpropionyl)-1-((1s,3s)-3-(piperidin-1-yl)cyclobutyl)spiro[indolin-3,4'-piperidin]-2-one OCC(C(=O)N1CCC2(CC1)C(N(C1=CC=CC=C12)C1CC(C1)N1CCCCC1)=O)(C)C